(4-benzhydrylpiperazin-1-yl)(5-bromo-2-chloropyridin-3-yl)methanone C(C1=CC=CC=C1)(C1=CC=CC=C1)N1CCN(CC1)C(=O)C=1C(=NC=C(C1)Br)Cl